C(C=C)(=O)OCCC[SiH2]C(OC)OC acryloxypropyldimethoxymethylsilan